methyl 2-[1-[4-(4,4,5,5-tetramethyl-1,3,2-dioxaborolan-2-yl)phenyl]-4-piperidyl]acetate CC1(OB(OC1(C)C)C1=CC=C(C=C1)N1CCC(CC1)CC(=O)OC)C